C1(=C(C=C(C=C1)[Si](C)(C)CCCN(S(=O)(=O)C(F)(F)F)S(=O)(=O)C(F)(F)F)[Si](C)(C)CCCN(S(=O)(=O)C(F)(F)F)S(=O)(=O)C(F)(F)F)[Si](C)(C)CCCN(S(=O)(=O)C(F)(F)F)S(=O)(=O)C(F)(F)F N,N',N''-((benzene-1,2,4-triyltris(dimethylsilanediyl))tris(propane-3,1-diyl))tris(1,1,1-trifluoro-N-((trifluoromethyl)sulfonyl)methanesulfonamide)